O.C(C1=CC=CC=C1)=C1C(NC(C(N1)=O)=C([2H])C=1N=CNC1C(C)(C)C)=O 3-benzylidene-6-[(5-tertiary butyl-1H-imidazol-4-yl)deuteromethylene]piperazine-2,5-dione monohydrate